ClN1C(=CC=2C1=NC(=CC2)C)C(=O)N[C@@H]2C[Si](CC2)(C)C chloro-N-[(3S)-1,1-dimethylsilolan-3-yl]-6-methyl-1H-pyrrolo[2,3-b]pyridine-2-carboxamide